3-(4-Fluoro-phenyl)-1H-pyrazole FC1=CC=C(C=C1)C1=NNC=C1